FC=1C(=C(C(=O)N(C)OC)C(=CC1F)F)NC1=C(C=C(C=C1)I)F 3,4,6-Trifluoro-2-((2-fluoro-4-iodophenyl)amino)-N-methoxy-N-methylbenzamide